C(C)OC1=CC=C(C=C1)C=O (4-ethoxyphenyl)methanone